(1S,2S)-2-(2-fluorophenyl)-1-(2-methoxy-5-methylphenyl)-N-(2-methylquinoline-5-sulfonyl)cyclopropane-1-carboxamide FC1=C(C=CC=C1)[C@@H]1[C@](C1)(C(=O)NS(=O)(=O)C=1C=2C=CC(=NC2C=CC1)C)C1=C(C=CC(=C1)C)OC